[Si](C)(C)(C(C)(C)C)OCC(C=1C=2N(C=CC1)C=CN2)NS(=O)C(C)(C)C N-(2-((tert-butyldimethylsilyl)oxy)-1-(imidazo[1,2-a]pyridin-8-yl)ethyl)-2-methylpropane-2-sulfinamide